9-methoxy-6-methyl-1,2,4,4a,5,6-hexahydro-3H-pyrazino[1,2-a]quinoxaline-3-carboxylic acid tert-butyl ester C(C)(C)(C)OC(=O)N1CC2N(C3=CC(=CC=C3N(C2)C)OC)CC1